IC1=NNC=2C1=NC(=CC2)OC2(CC2)C 3-iodo-5-(1-methylcyclopropoxy)-1H-pyrazolo[4,3-b]pyridine